N-(3-(2-((4-(2-(azetidin-1-yl)ethoxy)phenyl)amino)quinazolin-8-yl)phenyl)acrylamide N1(CCC1)CCOC1=CC=C(C=C1)NC1=NC2=C(C=CC=C2C=N1)C=1C=C(C=CC1)NC(C=C)=O